N-[(9H-fluoren-9-ylmethoxy)carbonyl]glycyl-L-phenylalanine C1=CC=CC=2C3=CC=CC=C3C(C12)COC(=O)NCC(=O)N[C@@H](CC1=CC=CC=C1)C(=O)O